methyl (S)-2-cinnamamido-5-((E)-2-methylbut-2-enamido)pentanoate C(C=CC1=CC=CC=C1)(=O)N[C@H](C(=O)OC)CCCNC(\C(=C\C)\C)=O